BrC(C(=O)O)CCCCCCC(=O)O bromo-azelaic acid